ethyl 3-(1-hydroxy-2-methylpropan-2-yl)-1,2,4-oxadiazole-5-carboxylate OCC(C)(C)C1=NOC(=N1)C(=O)OCC